N-(1-(3,3-difluorocyclobutyl)-2-oxo-1,2-dihydropyridin-3-yl)-2-(4,4-dimethyl-1,4-azasilinan-1-yl)-4-((3-hydroxypropyl)sulfonyl)benzamide FC1(CC(C1)N1C(C(=CC=C1)NC(C1=C(C=C(C=C1)S(=O)(=O)CCCO)N1CC[Si](CC1)(C)C)=O)=O)F